4-[[4-[5-methyl-1-[3-(trifluoromethoxy)phenyl]pyrazol-3-yl]piperazin-1-yl]methyl]morpholine CC1=CC(=NN1C1=CC(=CC=C1)OC(F)(F)F)N1CCN(CC1)CN1CCOCC1